4-cyano-N-[4-(3-cyano-2-methyl-phenyl)-5-(2,6-dimethyl-4-pyridyl)thiazol-2-yl]-4-methylpiperidine-1-carboxamide C(#N)C1(CCN(CC1)C(=O)NC=1SC(=C(N1)C1=C(C(=CC=C1)C#N)C)C1=CC(=NC(=C1)C)C)C